BrC1=CC=C2CN(C(C2=C1)=O)C1C(N(C(CC1)=O)C)=O 3-(6-bromo-1-oxo-isoindolin-2-yl)-1-methyl-piperidine-2,6-dione